lithium 1-(1-(tert-butoxycarbonyl)piperidin-3-yl)-1H-pyrazole-5-carboxylate C(C)(C)(C)OC(=O)N1CC(CCC1)N1N=CC=C1C(=O)[O-].[Li+]